7-((5-ethoxy-6-hydroxypyridin-3-yl)oxy)-3-methyl-4H-pyrido[1,2-a]pyrimidine C(C)OC=1C=C(C=NC1O)OC=1C=CC=2N(CC(=CN2)C)C1